3-(3-Chloro-4-hydroxyphenyl)-1-(4-nitrophenyl)prop-2-en-1-one ClC=1C=C(C=CC1O)C=CC(=O)C1=CC=C(C=C1)[N+](=O)[O-]